C1(CC1)NC(C1=C(C=C(C(=C1)C=1C=NC(=C(C1)C=1C=NN(C1)C)N[C@@H](CO)C)C)F)=O (R)-N-cyclopropyl-2-fluoro-5-(6-((1-hydroxypropan-2-yl)amino)-5-(1-methyl-1H-pyrazol-4-yl)pyridin-3-yl)-4-methylbenzamide